C(C)(C)(C)OC(NC=1C=C2CCCOC2=C(C1)OCCCN1CCCC1)=O (8-(3-(Pyrrolidin-1-yl)propoxy)chroman-6-yl)carbamic acid tert-butyl ester